ClC1=C(NC=C2C(OC(OC2=O)(C)C)=O)C=C(C=C1)CC(F)(F)F 5-{[2-chloro-5-(2,2,2-trifluoroethyl)anilino]methylidene}-2,2-dimethyl-1,3-dioxane-4,6-dione